COC1=CC=C(C=C1)N1C(=NC2=C(C1=O)C1=C(S2)CCCC1)SCC#N 2-[[3,4,5,6,7,8-hexahydro-3-(4-methoxyphenyl)-4-oxo[1]benzothieno[2,3-d]pyrimidin-2-yl]thio]-acetonitrile